Oxatert-butyl (S)-((4-ethyl-8-fluoro-4-hydroxy-11-methyl-3,6,14-tricarbonyl-3,4,6,11,12,14-hexahydro-1H-pyrano[3',4':6,7]indolizino[2,1-b]quinolin-10-yl)methyl)(cyclopropyl)carbamate C(C)[C@]1(C(OCC=2C(N3CC=4N(C5=C(C=C(C=C5C(C4C3=CC21)=C=O)F)CN(C(OC(O)(C)C)=O)C2CC2)C)=C=O)=C=O)O